C1(CC1)N1C=C(C2=C1C=NNC2=O)C 1-cyclopropyl-3-methyl-1,5-dihydro-4H-pyrrolo[2,3-d]pyridazin-4-one